tert-butyl 3-(3-chloro-5-(2-(1,1-dioxidoisothiazolidin-2-yl)-5-methylisonicotinamido)phenyl)azetidine-1-carboxylate ClC=1C=C(C=C(C1)NC(C1=CC(=NC=C1C)N1S(CCC1)(=O)=O)=O)C1CN(C1)C(=O)OC(C)(C)C